8-((4-(((R)-1-(3-bromophenyl)ethyl)amino)-6-methoxy-2-methylquinazolin-7-yl)-oxy)-N-((2-(2,6-dioxopiperidin-3-yl)-1-oxoisoindolin-4-yl)methyl)octanamide BrC=1C=C(C=CC1)[C@@H](C)NC1=NC(=NC2=CC(=C(C=C12)OC)OCCCCCCCC(=O)NCC1=C2CN(C(C2=CC=C1)=O)C1C(NC(CC1)=O)=O)C